4-trifluoromethyl-N-[3-[4-(6-fluoro-1,2-benzisoxazol-3-yl)piperidin-1-yl]propyl]-N-(oxetan-3-yl)benzenesulfonamide FC(C1=CC=C(C=C1)S(=O)(=O)N(C1COC1)CCCN1CCC(CC1)C1=NOC2=C1C=CC(=C2)F)(F)F